ClC=1C=CC=2C3=C(C(N(C2C1)C=1C(=NC=CC1)C)=O)N=C(N3C)CC3=CC=C(C=C3)F 7-Chloro-2-(4-fluorobenzyl)-1-methyl-5-(2-methylpyridin-3-yl)-1,5-dihydro-4H-imidazo[4,5-c]quinolin-4-one